3-isopropyl-5-(4-(1-((6-(pyridin-4-yl)imidazo[2,1-b][1,3,4]thiadiazol-2-yl)oxy)ethyl)piperidin-1-yl)-1,2,4-oxadiazole C(C)(C)C1=NOC(=N1)N1CCC(CC1)C(C)OC1=NN2C(S1)=NC(=C2)C2=CC=NC=C2